1-(4-(but-3-yn-1-ylsulfonyl)-1,4-diazepan-1-yl)-6-((tert-butyldimethylsilyl)oxy)hexan-3-yl 3,4,5-trimethoxybenzoate COC=1C=C(C(=O)OC(CCN2CCN(CCC2)S(=O)(=O)CCC#C)CCCO[Si](C)(C)C(C)(C)C)C=C(C1OC)OC